1-((5-Chloro-3-(4,5-dimethylisoxazol-3-yl)-1-methyl-1H-pyrazol-4-yl)methyl)-N-(3,3-dimethylbutyl)azepan-3-amine ClC1=C(C(=NN1C)C1=NOC(=C1C)C)CN1CC(CCCC1)NCCC(C)(C)C